NC1=CC=NC2=CC(=CC=C12)C1=NC=CC(=C1)NC(C=C)=O N-[2-(4-aminoquinolin-7-yl)pyridin-4-yl]prop-2-enamide